C[SiH](O)C.[Li] lithium dimethylsilanol